[C@H]1([C@H](O)[C@@H](O)[C@@H](O)[C@H](O1)CO)OC(CO)CO 2-O-α-D-Galactopyranosylglycerol